2-nitro-4,6-bis(4-vinylphenyl)aniline [N+](=O)([O-])C1=C(N)C(=CC(=C1)C1=CC=C(C=C1)C=C)C1=CC=C(C=C1)C=C